[Na+].[O-2].[Zn+2] zinc oxide, sodium salt